C(C)(C)NCC1=CC(=C2CNCC2=C1)C(F)(F)F 6-((isopropylamino)methyl)-4-(trifluoromethyl)isoindolin